FC=1C(=C(C=C(C1)F)C1=NC(=C2N1C=CC=C2)C2=C(C=NC=C2)O)O 4-(3-(3,5-Difluoro-2-hydroxyphenyl)imidazo[1,5-a]pyridin-1-yl)pyridin-3-ol